[2-(2,2,2-trifluoroethoxy)pyridin-4-yl]methanamine hydrochloride Cl.FC(COC1=NC=CC(=C1)CN)(F)F